((2-(((R)-5-((4,4-Difluorocyclohexyl)amino)pentan-2-yl)oxy)-4-methylphenyl)sulfonyl)-L-proline FC1(CCC(CC1)NCCC[C@@H](C)OC1=C(C=CC(=C1)C)S(=O)(=O)N1[C@@H](CCC1)C(=O)O)F